ClC=1C=CC2=C(OCCN(S2(=O)=O)[C@@H](C(C)C2=C(C(=CC=C2F)C)C)C2=NNC(O2)=O)C1CN(C)C 5-((1S)-1-(7-chloro-6-((dimethylamino)methyl)-1,1-dioxido-3,4-dihydro-2H-benzo[b][1,4,5]oxathiazepin-2-yl)-2-(6-fluoro-2,3-dimethylphenyl)propyl)-1,3,4-oxadiazol-2(3H)-one